methyl 7-((2,2-dimethyl-4,54-dioxo-3,8,11,14,17,20,23,26,29,32,35,38,41,44,47,50-hexadecaoxa-5,53-diazapentapentacontan-55-yl)oxy)quinoline-4-carboxylate CC(C)(OC(NCCOCCOCCOCCOCCOCCOCCOCCOCCOCCOCCOCCOCCOCCOCCOCCNC(COC1=CC=C2C(=CC=NC2=C1)C(=O)OC)=O)=O)C